C(\C=C\C1=CC(O)=C(O)C=C1)(=O)O[C@H]1[C@H](O)[C@@H](O)[C@H](O)[C@H](O1)CO 1-O-caffeoyl-β-D-glucose